N-(2,4-Difluorobenzyl)-9-hydroxy-2-(5-hydroxypentyl)-1,8-dioxo-1,3,4,8-tetrahydro-2H-pyrido[1,2-a]pyrazine-7-carboxamide FC1=C(CNC(=O)C=2C(C(=C3N(CCN(C3=O)CCCCCO)C2)O)=O)C=CC(=C1)F